tert-butyl (2R,5S)-4-(2-((dimethylamino)methyl)-5-methyl-6-oxo-5,6-dihydroimidazo[1,2-b]pyridazin-8-yl)-2,5-dimethylpiperazine-1-carboxylate CN(C)CC=1N=C2N(N(C(C=C2N2C[C@H](N(C[C@@H]2C)C(=O)OC(C)(C)C)C)=O)C)C1